4-(2-acetamido-7-bromo-6-chloro-3-cyano-8-fluoroquinolin-4-yl)piperazine-1-carboxylic acid tert-butyl ester C(C)(C)(C)OC(=O)N1CCN(CC1)C1=C(C(=NC2=C(C(=C(C=C12)Cl)Br)F)NC(C)=O)C#N